FC1=C(C(=O)O)C(=C(C(=C1F)O)F)F 2,3,5,6-tetrafluoro-p-hydroxybenzoic acid